3-amino-5-nitro-benzene NC=1C=CC=C(C1)[N+](=O)[O-]